4-Cyclopropyl-2-(4-fluoro-2-methylphenoxy)-N-(4-fluoro-3-(2-oxohexahydropyrimidin-4-yl)phenyl)-5-(Trifluoromethyl)benzamide C1(CC1)C1=CC(=C(C(=O)NC2=CC(=C(C=C2)F)C2NC(NCC2)=O)C=C1C(F)(F)F)OC1=C(C=C(C=C1)F)C